methyl-thiazolium CC=1SC=C[NH+]1